5'-hydroxy-1'-(oxan-2-yl)spiro[cyclobutane-1,3'-indol]-2'-one OC=1C=C2C3(C(N(C2=CC1)C1OCCCC1)=O)CCC3